C(C)C1=C(C(=O)NO)C=CC=C1 ethyl-N-hydroxybenzoamide